ClCCC[C@@]1(N([C@@H]2C[C@@H]2C1)C(=O)OC(C)(C)C)C(=O)OC 2-(tert-butyl) 3-methyl (1R,3S,5R)-3-(3-chloropropyl)-2-azabicyclo[3.1.0]hexane-2,3-dicarboxylate